[I-].CC1SC2=C(N1C)C=CC(=C2)OCC#C 2,3-Dimethyl-6-(2-propynyloxy)benzothiazole iodide